BrC1=C(CCC2=NC=3N(C(N(C(C3N2C)=O)CC#C)=O)CCCCP(O)(O)=O)C=CC=C1 (4-(8-(2-Bromophenethyl)-7-methyl-2,6-dioxo-1-(prop-2-yn-1-yl)-1,2,6,7-tetrahydro-3H-purin-3-yl)butyl)phosphonic acid